N-(5,6-dimethoxybenzothiazol-2-yl)-2-[4-(ethylsulfonyl)phenyl]-2-propoxyacetamide COC=1C(=CC2=C(N=C(S2)NC(C(OCCC)C2=CC=C(C=C2)S(=O)(=O)CC)=O)C1)OC